C(C)OC([C@@H](N(CCC)C(=O)OCC)CC(C)C)=O N-(ethoxycarbonyl)-N-propylleucine ethyl ester